CC1=CC=CC(=N1)C1=NNC=C1C=1N=C2C=C(C=NC2=CC1)N1C[C@@H](CC1)O |r| rac-(3R)-1-[6-[3-(6-methyl-2-pyridyl)-1H-pyrazol-4-yl]-1,5-naphthyridin-3-yl]pyrrolidin-3-ol